3-(4-((2-(2,3-dihydrobenzo[b][1,4]dioxin-6-yl)pyrrolidin-1-yl)methyl)phenyl)pyridine O1C2=C(OCC1)C=C(C=C2)C2N(CCC2)CC2=CC=C(C=C2)C=2C=NC=CC2